[1,4]oxazine dioxalate salt C(C(=O)O)(=O)O.C(C(=O)O)(=O)O.O1CC=NC=C1